(1-(1H-indol-3-yl)hexan-2-yl)-6-(4-methylpiperazin-1-yl)-1H-indole-2-carboxamide N1C=C(C2=CC=CC=C12)CC(CCCC)N1C(=CC2=CC=C(C=C12)N1CCN(CC1)C)C(=O)N